3-((4-(2-amino-6-(3-cyano-2-methylphenyl)pyrimidin-4-yl)-1H-1,2,3-triazol-1-yl)methyl)-1H-indole-5-carbonitrile NC1=NC(=CC(=N1)C=1N=NN(C1)CC1=CNC2=CC=C(C=C12)C#N)C1=C(C(=CC=C1)C#N)C